CN1N=C(C(=C1NC(C1=CC=C(C=C1)OC(F)(F)F)=O)C)OS(=O)(=O)C(F)(F)F.C(C=C)(=O)OCC(CNCCC[Si](OCCC)(OCCC)OCCC)O N-(3-acryloyloxy-2-hydroxypropyl)-3-aminopropyl-tripropoxysilane [1,4-dimethyl-5-[[4-(trifluoromethoxy)benzoyl]amino]pyrazol-3-yl]trifluoromethanesulfonate